5-(4-hydroxy-phenylthio)-2-(2-hydroxy-3-tert-butyl-5-methylphenyl)-2H-benzotriazole OC1=CC=C(C=C1)SC1=CC=2C(=NN(N2)C2=C(C(=CC(=C2)C)C(C)(C)C)O)C=C1